5-(Phenoxyethylthiomethyl)-1,3,4-oxadiazol-2(3H)-one O(C1=CC=CC=C1)CCSCC1=NNC(O1)=O